NC1=CC=C(C(=C1C(=O)N(C)CCN(C)C)F)C=1C(=C2C(=NC1)NC[C@]21C[C@](CC1)(C)C#N)Cl 6-Amino-3-((1R,3R)-4'-chloro-3-cyano-3-methyl-1',2'-dihydrospiro[cyclopentane-1,3'-pyrrolo[2,3-b]pyridin]-5'-yl)-N-(2-(dimethylamino)ethyl)-2-fluoro-N-methylbenzamide